(S)-5-bromo-1,2,3,4-tetrahydronaphthalene-1-amine hydrochloride Cl.BrC1=C2CCC[C@@H](C2=CC=C1)N